C(C)N1N(C2=CC(=CC=C2C1=O)NC1=NC=C(C(=C1)N[C@H](CO)C1=CC=CC=C1)C1=NC(=NO1)C=1C=NC=CC1)C(C)C (S)-2-ethyl-6-((4-((2-hydroxy-1-phenylethyl)amino)-5-(3-(pyridin-3-yl)-1,2,4-oxadiazol-5-yl)pyridin-2-yl)amino)-1-isopropyl-1,2-dihydro-3H-indazol-3-one